C1(=CC=CC=C1)OC(NC1=CC=C(C=C1)N1C=NC2=C1C=CC(=C2)OCCOC)=O {4-[5-(2-methoxy-ethoxy)-benzoimidazol-1-yl]-phenyl}-carbamic acid phenyl ester